4-(2-naphthyl)-6-oxo-pyran C1=C(C=CC2=CC=CC=C12)C=1C=COC(C1)=O